O=C1C=2C=CC(=CC2CCC1)OCC(=O)NCC1=CC=C(C=C1)/C=C/C(=O)OCC ethyl (E)-3-(4-((2-((5-oxo-5,6,7,8-tetrahydronaphthalen-2-yl)oxy)acetamido)methyl)phenyl)acrylate